6-fluoro-1-(1H-1,2,3-triazol-5-yl)-9H-pyrido[3,4-b]indole FC=1C=C2C3=C(NC2=CC1)C(=NC=C3)C3=CN=NN3